N4-(8-methylcinnolin-4-yl)-N2-(4-morpholino-phenyl)-pyrimidine-2,4-diamine CC=1C=CC=C2C(=CN=NC12)NC1=NC(=NC=C1)NC1=CC=C(C=C1)N1CCOCC1